BrCCCCCC(OCCCCC)OCCCCC 6-bromo-1,1-dipentyloxy-hexane